NCC1=CNC(C2=CC=C(C=C12)C=1C=NN(C1C1=C(C#N)C(=CC(=C1F)Cl)N1CC(C1)C)C)=O (2S)-2-(4-(4-(aminomethyl)-1-oxo-1,2-dihydroisoquinolin-6-yl)-1-methyl-1H-pyrazole-5-yl)-4-chloro-3-fluoro-6-(3-methylazetidin-1-yl)benzonitrile